FC1=CC=C2CCC(NC2=C1C)=O 7-fluoro-8-methyl-3,4-dihydro-1H-quinolin-2-one